7-(2-(5-((2,4-dimethoxybenzyl)amino)-9-fluoro-7-methoxy-[1,2,4]triazolo[1,5-c]quinazolin-2-yl)ethyl)-3-isopropyl-7,8-dihydroimidazo[1,5-a]pyrazin-6(5H)-one COC1=C(CNC2=NC=3C(=CC(=CC3C=3N2N=C(N3)CCN3CC=2N(CC3=O)C(=NC2)C(C)C)F)OC)C=CC(=C1)OC